ClC=1C=C2C=NC(=NC2=CC1C1CCN(CC1)C1COC1)NC=1C=NN(C1Cl)C1CCC1 6-chloro-N-(5-chloro-1-cyclobutyl-1H-pyrazol-4-yl)-7-[1-(oxetan-3-yl)piperidin-4-yl]quinazolin-2-amine